C(#N)C1=C(N=C(C=2CCN(CC12)C1=CC=CC2=CC=CC=C12)N1CCN(CC1)C(=O)OC(C)(C)C)N1CCN(CC1)CC tert-butyl 4-(4-cyano-3-(4-ethylpiperazin-1-yl)-6-(naphthalen-1-yl)-5,6,7,8-tetrahydro-2,6-naphthyridin-1-yl)piperazine-1-carboxylate